N=1N=CC2=CCC3=C(C12)C=CO3 5H-furo[2,3-g]indazole